manganese(II) propynylsulfonate C(#CC)S(=O)(=O)[O-].[Mn+2].C(#CC)S(=O)(=O)[O-]